FC1=C(CN2C(N(C(C3=C2SC(=C3CN(C)C)C3=CC=C(C=C3)[N+](=O)[O-])=O)C=3N=NC(=CC3)OC)=O)C(=CC=C1)F (2,6-difluorobenzyl)-5-((dimethylamino)methyl)-3-(6-methoxypyridazine-3-yl)-6-(4-nitrophenyl)thieno[2,3-d]pyrimidine-2,4(1H,3H)-dione